FC=1C=C(C=C(C1F)C1=CN=NC(=C1)OC)O 3,4-difluoro-5-(6-methoxypyridazin-4-yl)phenol